COC=1C=C2C(=NC1)N(C=C2C(=O)OC(C)(C)C)C tert-Butyl 5-methoxy-1-methyl-1H-pyrrolo[2,3-b]pyridine-3-carboxylate